CC(C)(CCCC(C)(C)C)C 2,2,6,6-tetra-methylheptane